(S)-(5-(2-((S)-3,3-difluoro-2-methylazetidin-1-yl)-7,7-difluoro-6,7-dihydro-5H-cyclopenta[d]pyrimidin-4-yl)-2-methoxyphenyl)(imino)(methyl)-λ6-sulfanone FC1([C@@H](N(C1)C=1N=C(C2=C(N1)C(CC2)(F)F)C=2C=CC(=C(C2)[S@@](=O)(C)=N)OC)C)F